2-(3-(henicosan-11-yloxy)-5-pentadecylphenoxy)ethyl-4-(4-(2-hydroxyethyl)piperazin-1-yl)butanoate CCCCCCCCCCC(CCCCCCCCCC)OC=1C=C(OCCOC(CCCN2CCN(CC2)CCO)=O)C=C(C1)CCCCCCCCCCCCCCC